6-chloro-2-(5-(2,2-difluoro-1-methoxyethyl)-1H-1,2,4-triazol-3-yl)-3-(1H-imidazol-1-yl)-5-methoxy-1-methyl-1H-pyrrolo[3,2-b]pyridine ClC=1C=C2C(=NC1OC)C(=C(N2C)C2=NNC(=N2)C(C(F)F)OC)N2C=NC=C2